CSC1=NN=C(C=2N1C=CN2)O 5-Methylsulfanylimidazo[1,2-d][1,2,4]triazin-8-ol